3-((2R,4S)-2-(((S)-1-((4-carbamimidoylbenzyl)amino)-1-oxopropan-2-yl)carbamoyl)-4-phenylpiperidin-1-yl)propanoic acid di-trifluoroacetate salt FC(C(=O)O)(F)F.FC(C(=O)O)(F)F.C(N)(=N)C1=CC=C(CNC([C@H](C)NC(=O)[C@@H]2N(CC[C@@H](C2)C2=CC=CC=C2)CCC(=O)O)=O)C=C1